S(=O)(=O)(O)[O-].[K+] Kalium hydrogensulfat